CC1=NN=C2N1C=CC(=C2)B(O)O (3-methyl-[1,2,4]triazolo[4,3-a]pyridin-7-yl)boronic acid